hexane-1,2,5-triol C(C(CCC(C)O)O)O